N-(2'-chloro-3'-(6-methoxy-5-(((tetrahydro-2H-pyran-4-yl)amino)methyl)pyridin-2-yl)-2-methyl-[1,1'-biphenyl]-3-yl)-2-methylpyrido[3,2-d]pyrimidin-4-amine ClC1=C(C=CC=C1C1=NC(=C(C=C1)CNC1CCOCC1)OC)C1=C(C(=CC=C1)NC=1C2=C(N=C(N1)C)C=CC=N2)C